N-(3-(4'-((1-acetylazetidin-3-yl)methoxy)-4,5,5',6'-tetrahydro-2H-spiro[furan-3,8'-pyrano[3,4-b]pyridin]-2'-yl)-1H-pyrrolo[2,3-c]pyridine-5-yl)acetamide C(C)(=O)N1CC(C1)COC1=C2C(=NC(=C1)C1=CNC3=CN=C(C=C31)NC(C)=O)C3(OCC2)COCC3